ClC=1C(=C(C=CC1)[C@H]1CC2(CN(C2)C(=O)C2CC(C2)(C)O)CC1)C |r| (rac)-(6-(3-Chloro-2-methylphenyl)-2-azaspiro[3.4]octan-2-yl)((1s,3s)-3-hydroxy-3-methylcyclobutyl)methanon